NC(C)C1=C(C=C(C=C1)C1=C(N=CS1)C)O 2-(1-aminoethyl)-5-(4-methylthiazol-5-yl)phenol